C1(=CC=CC=C1)C=1N=COC1C=O (4-phenyloxazol-5-yl)methanone